N1=CN=C(C=C1)CNC(OCCC=1C(OC2=CC(=CC=C2C1C)N(CC)CC)=O)=O 2-(7-(diethylamino)-4-methyl-2-oxo-2H-chromen-3-yl)ethyl (pyrimidin-4-ylmethyl)carbamate